(R)-1-((1-(2-cyanoacetyl)piperidin-3-yl)oxy)-7-isopropoxy-4-(1-((tetrahydro-2H-pyran-4-yl)methyl)-1H-pyrazol-4-yl)isoquinoline-6-carboxamide C(#N)CC(=O)N1C[C@@H](CCC1)OC1=NC=C(C2=CC(=C(C=C12)OC(C)C)C(=O)N)C=1C=NN(C1)CC1CCOCC1